C(=O)(O)C=1C=CC=C(C1)B1OC(C)(C)C(C)(C)O1 5-carboxyphenylboronic acid pinacol ester